tert-butyl 4-[2-[4-[1-(2,6-dioxo-3-piperidyl)-3-methyl-2-oxo-benzimidazol-4-yl]piperazin-1-yl]ethyl]piperidine-1-carboxylate O=C1NC(CCC1N1C(N(C2=C1C=CC=C2N2CCN(CC2)CCC2CCN(CC2)C(=O)OC(C)(C)C)C)=O)=O